S(=O)(=O)(O)CCCCC1=NC=CC=N1 sulfobutyl-pyrimidine